5-chloro-1'-[2-(3,5-difluoro-4-methanesulfonylphenoxy)ethyl]-1,2-dihydrospiro[indole-3,4'-piperidin]-2-one ClC=1C=C2C(=CC1)NC(C21CCN(CC1)CCOC1=CC(=C(C(=C1)F)S(=O)(=O)C)F)=O